2-Amino-N-[4-fluoro-2-methyl-5-[[5-(trifluoromethoxy)pyridin-2-yl]carbamoyl]phenyl]-1,3-thiazole-5-carboxamide NC=1SC(=CN1)C(=O)NC1=C(C=C(C(=C1)C(NC1=NC=C(C=C1)OC(F)(F)F)=O)F)C